N-(4,5-difluoro-2-(1-methylcyclopropyloxy)phenyl)-N-methyl-6-oxo-1,6-dihydropyridine-2-carboxamide FC1=CC(=C(C=C1F)N(C(=O)C=1NC(C=CC1)=O)C)OC1(CC1)C